OC=1C(=C(CN2C(N(C(N(C2=O)CC2=C(C(=C(C=C2C)C2=CC=CC=C2)O)C)=O)CC2=C(C(=C(C=C2C)C2=CC=CC=C2)O)C)=O)C(=CC1C1=CC=CC=C1)C)C 1,3,5-tris(3-hydroxy-2,6-dimethyl-4-phenylbenzyl)-1,3,5-triAzine-2,4,6(1H,3H,5H)-trione